ClC=1C=C(CC=2NC(=NN2)C(=O)OCC)C=C(C1)F ethyl 5-(3-chloro-5-fluorobenzyl)-4H-1,2,4-triazole-3-carboxylate